CN1CCN(CC1)CCCC(=O)OCC1=CC(=CC(=C1)OCCCCCCCCCCCCCCC)OCCCCCCCCCC 3-(Decyloxy)-5-(pentadecyloxy)benzyl 4-(4-methylpiperazin-1-yl)butanoate